COC(C1=CC=C(C=C1)N1CCC2(CC(C2)N2C(CCC2)C2=C(C=CC=C2)OC)CC1)=O 4-(2-(2-(2-methoxyphenyl)pyrrolidin-1-yl)-7-azaspiro[3.5]non-7-yl)benzoic acid methyl ester